FC(C1=NC=C(C(=C1)C1=C(C=NC(=C1)N1N=CC=CC1=O)C(=O)O)OC)F 2'-(difluoromethyl)-5'-methoxy-6-(6-oxopyridazin-1(6H)-yl)-[4,4'-bipyridine]-3-carboxylic acid